(E)-N-(4-hydroxy-3-methoxybenzyl)-8-methyl-6-nonenamide OC1=C(C=C(CNC(CCCC\C=C\C(C)C)=O)C=C1)OC